FC(C1=CC=C(C=C1)/C=C/C(=O)C1=CC=CC=C1)(F)F (E)-3-(4-trifluoromethylphenyl)-1-phenylpropan-2-ene-1-one